4-methyl-N-[(1r,3s)-3-{[2-(trifluoromethyl)quinolin-4-yl]amino}cyclohexyl]benzamide CC1=CC=C(C(=O)N[C@H]2C[C@H](CCC2)NC2=CC(=NC3=CC=CC=C23)C(F)(F)F)C=C1